1-(4-pyrrolidin-1-ylpyrido[3,2-d]pyrimidin-2-yl)pentan-1-one N1(CCCC1)C=1C2=C(N=C(N1)C(CCCC)=O)C=CC=N2